FC(C(=O)NC1=CC=C(C=2CCCCC12)S(N)(=O)=O)(F)F 2,2,2-trifluoro-N-(4-sulfamoyl-5,6,7,8-tetrahydronaphthalen-1-yl)acetamide